Tert-butyl 1-(2-hydroxy-4-pyridyl)-7-(4-methoxycarbonylphenoxy)-3-(trifluoromethyl)-6,7-dihydro-4H-pyrazolo[4,3-c]pyridine-5-carboxylate OC1=NC=CC(=C1)N1N=C(C=2CN(CC(C21)OC2=CC=C(C=C2)C(=O)OC)C(=O)OC(C)(C)C)C(F)(F)F